6-chloro-N-{(2S)-4-[4-(4-chloro-3-fluorophenyl)-1H-imidazol-1-yl]-2-hydroxybicyclo[2.2.2]octan-1-yl}-4-hydroxy-3,4-dihydro-2H-1-benzopyran-2-carboxamide ClC=1C=CC2=C(C(CC(O2)C(=O)NC23[C@H](CC(CC2)(CC3)N3C=NC(=C3)C3=CC(=C(C=C3)Cl)F)O)O)C1